5-bromo-2-(1,5,5-trimethylpyrrolidin-3-yl)benzo[d]thiazole BrC=1C=CC2=C(N=C(S2)C2CN(C(C2)(C)C)C)C1